Tert-Butyl 4-{[(4-Bromopyridin-2-Yl)Carbamoyl]Methyl}-1,4-Diazepane-1-Carboxylate BrC1=CC(=NC=C1)NC(=O)CN1CCN(CCC1)C(=O)OC(C)(C)C